C(C1=CC=CC=C1)NC(CCCC1CC[C@H]2CC(N(C=3N=C(C=CC3C(NS(C=3C=CC=C(N1)N3)(=O)=O)=O)C(C)(C)C)C2)(C)C)=O N-benzyl-4-[(14S)-8-tert-butyl-12,12-dimethyl-2,2,4-trioxo-2λ6-thia-3,9,11,18,23-pentaazatetracyclo[17.3.1.111,14.05,10]tetracosa-1(23),5(10),6,8,19,21-hexaen-17-yl]butanamide